B([O-])[O-].[Co+2] Cobalt boronate